CCCCCCCCCCCCCCCCCCC(=O)N[C@@H](COP(=O)(O)OC[C@@H](COC(=O)CCCCCCC/C=C\CCCCCCCC)OC(=O)CCCCCCC/C=C\CCCCCCCC)C(=O)O 1,2-di-(9Z-octadecenoyl)-sn-glycero-3-phospho-N-nonadecanoyl-L-serine